FC=1C=CC(=C(C(=O)N(C(C)C)C(C)C)C1)C=1C=2N(C=C(C1)C1CN(C1)[C@H](C(C)C)CCC=O)C(=NC2)C 5-Fluoro-2-(3-methyl-6-{1-[(3S)-2-methyl-6-oxohexan-3-yl]azetidin-3-yl}imidazo[1,5-a]pyridin-8-yl)-N,N-di(isopropyl)benzamide